5-bromo-3-chloro-8-(2-((tetrahydro-2H-pyran-2-yl)oxy)ethoxy)isoquinoline BrC1=C2C=C(N=CC2=C(C=C1)OCCOC1OCCCC1)Cl